C(C)(C)(C)OC(=O)N1C[C@@H](N(CC1)C=1C2=C(N(C(N1)=O)C=1C(=NC=CC1CCCO)C(C)C)N=C(C(=C2)F)C=2C=CC=C1C=NNC21)C (S)-tert-butyl-4-(6-fluoro-1-(4-(3-hydroxypropyl)-2-isopropylpyridin-3-yl)-7-(1H-indazol-7-yl)-2-oxo-1,2-dihydropyrido[2,3-d]pyrimidin-4-yl)-3-methylpiperazine-1-carboxylate